C[C@H]1CC(N(CC1)C(CC#N)=O)(C=1C2=C(N=CN1)NC=C2)C (3R,4R)-4-methyl-3-[methyl-(7H-pyrrolo[2,3-d]pyrimidin-4-yl)-piperidin-1-yl]-3-oxopropionitrile